5-methoxy-N-[5-(2-methoxyethoxy)pyridin-3-yl]-1,8,10-triazatricyclo[7.4.0.02,7]trideca-2(7),3,5,8,10,12-hexaene-11-carboxamide COC=1C=CC=2N3C=CC(=NC3=NC2C1)C(=O)NC=1C=NC=C(C1)OCCOC